C12=CC=C(C=C1)O2 p-Phenylene Ether